C(C)OC1=NC=C(C(=C1)N1C(C(C2=CC(=CC=C12)C(=O)NC1(CS(C1)(=O)=O)C)(C)C)=O)F 1-(2-ethoxy-5-fluoropyridin-4-yl)-3,3-dimethyl-N-(3-methyl-1,1-dioxidothietan-3-yl)-2-oxoindoline-5-carboxamide